N-(7-chloro-2-ethyl-1-oxoisoindolin-4-yl)-3-(isoxazol-3-ylethynyl)benzenesulfonamide ClC=1C=CC(=C2CN(C(C12)=O)CC)NS(=O)(=O)C1=CC(=CC=C1)C#CC1=NOC=C1